N6-mono-Boc-adenine C(=O)(OC(C)(C)C)NC1=C2NC=NC2=NC=N1